C(C)(C)(C)C1=NN=C(S1)NC(=O)NC1=C(C=C(C=C1)OC1=CC=NC=2NC(C=NC21)=O)SC 1-(5-(tert-butyl)-1,3,4-thiadiazol-2-yl)-3-(2-(methylthio)-4-((3-oxo-3,4-dihydropyrido[2,3-b]pyrazin-8-yl)oxy)phenyl)urea